O=C1NC=2C3=C1C=CN=C3C(=CC2)N2N=CC(=C2C(F)(F)F)C(=O)NC2=CC(=NC=C2)C(F)(F)F 1-(2-oxo-1,2-dihydropyrrolo[4,3,2-de]quinolin-6-yl)-5-(trifluoromethyl)-N-(2-(Trifluoromethyl)pyridin-4-yl)-1H-pyrazole-4-carboxamide